N-methyl-1,2-diaminoethane CNCCN